C1=CC=CC=2C3=CC=CC=C3N(C12)C1=C(C(=C(C(=C1C#N)N1C2=CC=CC=C2C=2C=CC=CC12)C#N)N1C2=CC=CC=C2C=2C=CC=CC12)N1C2=CC=CC=C2C=2C=CC=CC12 1,2,3,5-tetrakis(carbazole-9-yl)-4,6-dicyanobenzene